Nalpha-methylglycine CNCC(=O)O